(R)-3-(6-(2-chloro-3-ethyl-1H-pyrrolo[2,3-b]pyridin-5-yl)-2-(2-hydroxy-2-methylpropanoyl)-1,2,3,4-tetrahydroisoquinolin-8-yl)morpholine-4-carboxylic acid tert-butyl ester C(C)(C)(C)OC(=O)N1[C@@H](COCC1)C=1C=C(C=C2CCN(CC12)C(C(C)(C)O)=O)C=1C=C2C(=NC1)NC(=C2CC)Cl